1-bromo-3-nitro-5-(trifluoromethyl)benzene BrC1=CC(=CC(=C1)C(F)(F)F)[N+](=O)[O-]